CS(=O)(=O)O.NCCCC(=O)OCC ethyl 4-aminobutyrate methanesulfonic acid salt